ClC1=CC=C(C=C1)CC(C)(N)C 1-(4-chlorophenyl)-2-methylpropan-2-amine